COC1=CC=C2C(=CNC2=C1)CCC(C=C)NC (2-(6-methoxy-1H-indol-3-yl)ethyl)-N-methylpropan-2-en-1-amine